C(C[C@H](C)CCC=C(C)C)(=O)O (R)-citronellic acid